5-bromo-3-[(2-methoxyphenyl)methyl]-3,4-dihydroquinazolin-4-one BrC1=C2C(N(C=NC2=CC=C1)CC1=C(C=CC=C1)OC)=O